bis(isopropyl-methyl-benzene) nickel [Ni].C(C)(C)C1=C(C=CC=C1)C.C(C)(C)C1=C(C=CC=C1)C